5-((hydroxyamino)methyl)thiophene-3-carboximidamide ONCC1=CC(=CS1)C(N)=N